2-butyl-1H-Imidazo[4,5-c]quinolin-4-amine C(CCC)C=1NC2=C(C(=NC=3C=CC=CC23)N)N1